2-(3-methyl-1H-1,2,4-triazol-5-yl)pyridine CC1=NNC(=N1)C1=NC=CC=C1